((R)-3-Acrylamidocyclohexyl)-4-oxo-5-(5-phenoxypyridin-2-yl)-4,5-dihydro-3H-1-thia-3,5,8-triazaacenaphthylene-2-carboxamide C(C=C)(=O)NC1C[C@@H](CCC1)N1C2=C(SC=3N=CC=C(N(C1=O)C1=NC=C(C=C1)OC1=CC=CC=C1)C32)C(=O)N